di-(2-hexyl)phenylphosphine CC(CCCC)P(C1=CC=CC=C1)C(C)CCCC